ClC1=NC(=C2N=CN(C2=N1)[C@@H]1O[C@@H]([C@]([C@H]1O)(O)C#C)CO)NC(OC(C)(C)C)=O Tert-butyl (2-chloro-9-((2R,3R,4S,5R)-4-ethynyl-3,4-dihydroxy-5-(hydroxymethyl)-tetrahydrofuran-2-yl)-9H-purin-6-yl)carbamate